Calcium phosphit P([O-])([O-])[O-].[Ca+2].P([O-])([O-])[O-].[Ca+2].[Ca+2]